FC=1C=C(C=CC1)C1=NOC(=N1)C(C)NC(=O)C=1N=C2N(C=CC=C2)C1 N-[1-[3-(3-fluorophenyl)-1,2,4-oxadiazol-5-yl]ethyl]imidazo[1,2-a]pyridine-2-carboxamide